NCC1=CC(=C(C=C1)NC(=O)C1=CC2=C(OCCC3=C2SC=C3)C=C1C=1C(=NC(=CC1)C(NC1CCC(CC1)C#N)=O)C(=O)OC)C methyl 3-(9-((4-(aminomethyl)-2-methylphenyl)carbamoyl)-4,5-dihydrobenzo[b]thieno[2,3-d]oxepin-8-yl)-6-((4-cyanocyclohexyl)carbamoyl)picolinate